(RS)-Ethyl N,N-Dimethylphosphoramidocyanidate CN([P@@](OCC)(=O)C#N)C |r|